(3-(4-fluorophenyl)-1-methyl-1H-pyrazol-5-yl)((S)-5-methyl-3-((R)-1,1,1-trifluoro-2-hydroxypropan-2-yl)-5,6-dihydroimidazo[1,5-a]pyrazin-7(8H)-yl)methanone hydrochloride Cl.FC1=CC=C(C=C1)C1=NN(C(=C1)C(=O)N1CC=2N([C@H](C1)C)C(=NC2)[C@@](C(F)(F)F)(C)O)C